ClC1=C2C=NN(C2=CC(=C1C1(CC1)F)C1CC1)C1OCCCC1 4-chloro-6-cyclopropyl-5-(1-fluorocyclopropyl)-1-(tetrahydro-2H-pyran-2-yl)-1H-indazole